ClC=1C(=NC=C(C1)Cl)N1CC[C@@H]2CN(CC[C@@H]21)C2=C(C(N(C1=CC=C(N=C21)Cl)C)=O)C#N 4-[(3aR,7aS)-1-(3,5-dichloro-2-pyridyl)-3,3a,4,6,7,7a-hexahydro-2H-pyrrolo[3,2-c]pyridin-5-yl]-6-chloro-1-methyl-2-oxo-1,5-naphthyridine-3-carbonitrile